N,N'-secondary butyl-p-phenylenediamine C(C)(CC)NC1=CC=C(C=C1)N